(6Z)-8-(cis-4-aminocyclohexyloxy)-5,5-dimethyl-6-[3-(3-pyridyl)propoxyimino]benzo[h]quinazolin-4-amine N[C@H]1CC[C@H](CC1)OC=1C=CC2=C(\C(\C(C=3C(=NC=NC23)N)(C)C)=N/OCCCC=2C=NC=CC2)C1